(S)-5-chloro-N-((1S,2R)-2-(6-fluoro-2,3-dimethylphenyl)-1-(2H-tetrazol-5-yl)propyl)-4-hydroxy-4-methylchromane-8-sulfonamide ClC1=C2[C@@](CCOC2=C(C=C1)S(=O)(=O)N[C@@H]([C@H](C)C1=C(C(=CC=C1F)C)C)C=1N=NNN1)(C)O